N-(5-((6-((S)-3-(2,6-difluorophenyl)isoxazolidine-2-yl)pyrimidine-4-yl)amino)-4-methoxy-2-((R)-3-morpholinopyrrolidine-1-yl)phenyl)acrylamide FC1=C(C(=CC=C1)F)[C@H]1N(OCC1)C1=CC(=NC=N1)NC=1C(=CC(=C(C1)NC(C=C)=O)N1C[C@@H](CC1)N1CCOCC1)OC